1-(6-(((tert-butyldimethylsilyl)oxy)methyl)-4-(trifluoromethyl)pyridin-3-yl)cyclobutan-1-ol [Si](C)(C)(C(C)(C)C)OCC1=CC(=C(C=N1)C1(CCC1)O)C(F)(F)F